1-methyl-N-((6-((3-methylisoxazol-5-yl)methoxy)-1H-indol-2-yl)methyl)cyclopropane-1-carboxamide CC1(CC1)C(=O)NCC=1NC2=CC(=CC=C2C1)OCC1=CC(=NO1)C